CC=1OC2=C(C1C(=O)NC1(CCC1)C(NC)=O)C=C(C=C2)OCC2=C(N=CS2)C 2-methyl-N-(1-(methylcarbamoyl)cyclobutyl)-5-((4-methylthiazol-5-yl)methoxy)benzofuran-3-carboxamide